3-cyanopropionic acid ethyl ester C(C)OC(CCC#N)=O